CN1C=NOC1=O 4-methyl-1,2,4-oxadiazol-5(4H)-one